CCC(C)(C)[O-].[K+].Cl.O=C1C2CC3CCCC(N3C1C(=O)OCC)C2 ethyl 3-oxooctahydro-2H-2,6-methanoquinolizine-4-carboxylate hydrochloride Potassium tert-pentoxide